CC1(OB(OC1(C)C)CCC1COCCCN1C(=O)OC(C)(C)C)C tert-butyl 3-(2-(4,4,5,5-tetramethyl-1,3,2-dioxaborolan-2-yl)ethyl)-1,4-oxazepane-4-carboxylate